ClC1=C(N=C(C=2C(N3[C@@H](COC21)CN(CC3)C(=O)OC(C)(C)C)=O)N3C2(CCC2)COCC3)C3=C(C=CC=C3O)F tert-Butyl (6aR)-4-chloro-3-(2-fluoro-6-hydroxyphenyl)-12-oxo-1-(8-oxa-5-azaspiro[3.5]nonan-5-yl)-6a,7,9,10-tetrahydro-12H-pyrazino[2,1-c]pyrido[3,4-f][1,4]oxazepine-8(6H)-carboxylate